C(C1=CC=CC=C1)N1C=NC2=C1CN([C@@H](C2)C(=O)OCC2=CC=CC=C2)C(C)C benzyl (S)-3-benzyl-5-isopropyl-4,5,6,7-tetrahydro-3H-imidazo[4,5-c]pyridine-6-carboxylate